NC1=NNC2=CC=C(C(=C12)C)C1=C(C=C(C=C1)S(=O)(=O)NC1CC(C1)O)C 4-(3-amino-4-methyl-1H-indazol-5-yl)-N-(3-hydroxycyclobutyl)-3-methylbenzenesulfonamide